5-(15-Azido-4,7,10,13-tetraoxa-pentadecanoyl-aminoallyl)-2'-deoxyuridine-5'-monophosphate P(=O)(O)(O)OC[C@@H]1[C@H](C[C@@H](O1)N1C(=O)NC(=O)C(=C1)CC=C(N)C(CCOCCOCCOCCOCCN=[N+]=[N-])=O)O